6-{7-[(1r,2r,3s,5s)-2-fluoro-8-azabicyclo[3.2.1]oct-3-yl]-6,7-dihydro-5H-pyrrolo[2,3-c]pyridazin-3-yl}-2-methyl-1,3-benzothiazol-5-ol F[C@@H]1[C@H]2CC[C@@H](C[C@@H]1N1CCC3=C1N=NC(=C3)C3=CC1=C(N=C(S1)C)C=C3O)N2